dioxaepin O1OCC=CC=C1